ONC(\C=C\C1=CC=C(C=C1)NC1=NC=CC(=N1)N[C@@H]1CC[C@H](CC1)O)=O (E)-N-hydroxy-3-(4-((4-(((trans)-4-hydroxycyclohexyl)amino)pyrimidin-2-yl)amino)phenyl)acrylamide